ClC1=C(C=CC=C1C1=CC2=C(N(C(N2C)=O)CC2=NN(C=C2)C)C=C1)C1C(NC(CC1)=O)=O 3-(2-chloro-3-(3-methyl-1-((1-methyl-1H-pyrazol-3-yl)methyl)-2-oxo-2,3-dihydro-1H-benzo[d]imidazol-5-yl)phenyl)piperidine-2,6-dione